tert-butyl (3R,4S)-4-[5-(2,7-dimethylindazol-5-yl)thieno[2,3-c]pyrazol-2-yl]-3-fluoropiperidine-1-carboxylate CN1N=C2C(=CC(=CC2=C1)C1=CC=2C(=NN(C2)[C@@H]2[C@@H](CN(CC2)C(=O)OC(C)(C)C)F)S1)C